FC(OCC1CC(NCC1)=O)(F)F 4-(trifluoromethoxymethyl)piperidin-2-one